CN(CCN(C1=C(C=C(C(=C1)OC)NC1=NC=NC(=C1)N1OCC[C@@H]1C1=CC(=CC=C1)C#CC(C)(C)C)NC(C=C)=O)C)C (R)-N-(2-((2-(dimethylamino)ethyl)(methyl)amino)-5-((6-(3-(3-(3,3-dimethylbut-1-yn-1-yl)phenyl)isoxazolidin-2-yl)pyrimidin-4-yl)amino)-4-methoxyphenyl)acrylamide